FC1CC(NC1)C(=O)NC1=NN(C=C1)CC(F)(F)F 4-fluoro-N-(1-(2,2,2-trifluoroethyl)-1H-pyrazol-3-yl)pyrrolidine-2-carboxamide